(2R)-3-(4-(4-(1-(sec-butyl)-1H-pyrazol-4-yl)pyrazolo[1,5-a]pyrazin-6-yl)-1H-pyrazol-1-yl)propane-1,2-diol C(C)(CC)N1N=CC(=C1)C=1C=2N(C=C(N1)C=1C=NN(C1)C[C@H](CO)O)N=CC2